O1CCN(CC1)C=1C2=C(N=C(N1)N/N=C/C=1C=C(C=CC1)C)C=C(O2)C(=O)NC2CCNCC2 4-morpholino-2-[(2E)-2-(m-tolylmethylene)hydrazino]-N-(4-piperidyl)furo[3,2-d]pyrimidine-6-carboxamide